methyl 1-methyl-6-oxo-1,6-dihydropyridazine-3-carboxylate CN1N=C(C=CC1=O)C(=O)OC